C[C@H]1[C@H]([C@H]([C@@H]([C@@H](O1)O[C@@H]2[C@H]([C@H]([C@H](O[C@H]2O[C@@H]3[C@H](OC([C@@H]([C@H]3O)NC(=O)C)O)CO)CO)O)O)O)O)O The molecule is an amino trisaccharide consisting of alpha-L-fucose, beta-D-galactose and N-acetyl-D-glucosamine residues joined by sequential (1->2)- and (1->4)-linkages. It has a role as an epitope. It is an amino trisaccharide and a glucosamine oligosaccharide.